3,4-dimethyl-5-(methylsulfanyl)-1,2,4-thiadiazol-4-ium methyl-sulfate COS(=O)(=O)[O-].CC1=NSC(=[N+]1C)SC